ClC1=CC(=C(C=C1)C1=NC(=NC2=C1N=C(N(C2=O)C)C)N2C[C@@H](OC1(CC1)C2)C=2C=NN(C2)C)F (S)-8-(4-chloro-2-fluorophenyl)-2,3-dimethyl-6-(5-(1-methyl-1H-pyrazol-4-yl)-4-oxa-7-azaspiro[2.5]octan-7-yl)pyrimido[5,4-d]pyrimidin-4(3H)-one